tert-butyl 4-[6-[5-[(tert-butoxycarbonylamino)methyl]-2-chloro-phenyl]-3-chloro-2-quinolyl]piperazine-1-carboxylate C(C)(C)(C)OC(=O)NCC=1C=CC(=C(C1)C=1C=C2C=C(C(=NC2=CC1)N1CCN(CC1)C(=O)OC(C)(C)C)Cl)Cl